C(C=C)(=O)OCCOC(CCC(=O)O)=O succinic acid mono(acryloyloxyethyl) ester